BrC1=CC=2N(C=C1C)N=C(N2)N2C(=CC=C2C)C 7-bromo-2-(2,5-dimethyl-1H-pyrrol-1-yl)-6-methyl-[1,2,4]triazolo[1,5-a]pyridine